5,7-DIMETHYL-N-(4-(1-METHYL-1H-PYRAZOL-4-YL)PHENYL)PYRAZOLO[1,5-a]PYRIMIDINE-3-CARBOXAMIDE CC1=NC=2N(C(=C1)C)N=CC2C(=O)NC2=CC=C(C=C2)C=2C=NN(C2)C